1-methyl-5''-(4,4,5,5-tetramethyl-1,3,2-dioxaborolan-2-yl)-3''H-dispiro[azetidine-3,1'-cyclobutane-3',2''-benzofuran] CN1CC2(CC3(OC4=C(C3)C=C(C=C4)B4OC(C(O4)(C)C)(C)C)C2)C1